C(C(C)C)C1=CC=C(N)C=C1 4-isobutyl-aniline